4-(((Trans)-2-fluorocyclopropyl)amino)-5-methoxy-1-phenyl-7-(trifluoromethyl)quinazolin-2(1H)-one F[C@H]1[C@@H](C1)NC1=NC(N(C2=CC(=CC(=C12)OC)C(F)(F)F)C1=CC=CC=C1)=O